1-((tert-butyldiphenylsilyl)oxy)cyclopropane-1-carboxylic acid [Si](C1=CC=CC=C1)(C1=CC=CC=C1)(C(C)(C)C)OC1(CC1)C(=O)O